C(C)(C)(C)N1CCC(CC1)C1=CC=C2C(=NN(C2=C1)C)C1C(NC(CC1)=O)=O Tert-butyl-4-[3-(2,6-dioxo-3-piperidyl)-1-methyl-indazol-6-yl]piperidine